FC1=C(C=CC=C1F)NC1=NC=C(C(=N1)NN1C(OC2=C1C=CC=C2)=O)C [2-(2,3-difluoro-phenylamino)-5-methyl-pyrimidin-4-ylamino]-3H-benzooxazol-2-one